5'-chloro-2'-{[(4-hydroxy-2-methylbutan-2-yl)amino]methyl}-7',8'-dihydro-6'H-spiro[cyclohexane-1,9'-furo[2,3-f]quinazoline]-7'-one ClC=1C=C2C(=C3C4(NC(NC13)=O)CCCCC4)OC(=C2)CNC(C)(CCO)C